3-Bromo-6-(((2-iodopyridin-3-yl)oxy)methyl)pyridin-2(1H)-one BrC=1C(NC(=CC1)COC=1C(=NC=CC1)I)=O